dimethyl 5-nitro-suberate [N+](=O)([O-])C(CCCC(=O)OC)CCC(=O)OC